2-(dimethyl-amino)-1-(piperazin-1-yl)ethanone dihydrochloride Cl.Cl.CN(CC(=O)N1CCNCC1)C